N[C@@H](CC(=O)[O-])C(=O)[O-].N[C@@H](CC(=O)O)C(=O)[O-].[Fe+3] iron (III) bis-aspartate